3-(2,8-diphenylimidazo[1,2-a]pyridin-6-yl)benzamide C1(=CC=CC=C1)C=1N=C2N(C=C(C=C2C2=CC=CC=C2)C=2C=C(C(=O)N)C=CC2)C1